3-(5-cyclopropyl-4-(1-methyl-1H-pyrazol-3-yl)isoxazol-3-yl)-1-(1,3-difluoropropan-2-yl)-1H-pyrazolo[4,3-c]pyridin-4-amine C1(CC1)C1=C(C(=NO1)C1=NN(C2=C1C(=NC=C2)N)C(CF)CF)C2=NN(C=C2)C